C(C)N(C(=O)C1=C(C=CC(=C1)F)C=1C=C(N2C1C=NC=C2C)CC2CN(C2)C(=O)OC(C)(C)C)C(C)C tert-Butyl 3-[(8-{2-[ethyl(isopropyl)carbamoyl]-4-fluorophenyl}-4-methylpyrrolo[1,2-a]pyrazin-6-yl)methyl]azetidine-1-carboxylate